S(=O)=NC(C1=CC=CC=C1)(C1=CC=CC=C1)C1=CC=CC=C1 N-sulfinyl-trityl-amine